(2-bromoethyl)cyclobutene BrCCC1=CCC1